NC=1C(=NC=C(C1)C(F)(F)F)N1CCN(CC1)C(=O)NCCC1=CNC(C(=C1)C(F)(F)F)=O 4-(3-amino-5-(trifluoromethyl)pyridin-2-yl)-N-(2-(6-oxo-5-(trifluoromethyl)-1,6-dihydropyridine-3-yl)ethyl)piperazine-1-carboxamide